(S)-3-hydroxymethyl-piperazine-1-carboxylic acid tert-butyl ester C(C)(C)(C)OC(=O)N1C[C@H](NCC1)CO